3,4,7,8,11,12-hexachlorotetradecane ClC(CC)C(CCC(C(CCC(C(CC)Cl)Cl)Cl)Cl)Cl